1-Oxa-6-azaspiro[3.3]heptane-3-amine O1CC(C12CNC2)N